N-(2-(4-(4-cyclopropylpiperazine-1-yl)piperidine-1-yl)-5-((6-((R)-3-(2,3-dichlorophenyl)isoxazolidine-2-yl)pyrimidine-4-yl)amino)-4-methoxyphenyl)acrylamide Quinoline-2-carboxylate N1=C(C=CC2=CC=CC=C12)C(=O)O.C1(CC1)N1CCN(CC1)C1CCN(CC1)C1=C(C=C(C(=C1)OC)NC1=NC=NC(=C1)N1OCC[C@@H]1C1=C(C(=CC=C1)Cl)Cl)NC(C=C)=O